C1CCC2=C(C=3CCCC3C=C12)NC(=O)NS(=O)(=O)C=1C=NN(C1)C(C)C N-((1,2,3,5,6,7-hexahydro-s-indacen-4-yl)carbamoyl)-1-isopropyl-1H-pyrazole-4-sulfonamide